FC1(C[C@@H]2[C@@H](CN(C2)C=2N=C3N(C(C2)=O)C=C(C=C3[C@@H](C)NC3=C(C(=O)O)C=CC=C3)C)C1)F 2-(((R)-1-(2-((3aR,6aS)-5,5-difluorohexahydrocyclopenta[c]pyrrol-2(1H)-yl)-7-methyl-4-oxo-4H-pyrido[1,2-a]pyrimidin-9-yl)ethyl)amino)benzoic acid